2-{(1S,2R)-2-[({4-[5-(trifluoromethyl)-1,2,4-oxadiazol-3-yl]pyridin-2-yl}oxy)methyl]cyclopropyl}pyrimidine FC(C1=NC(=NO1)C1=CC(=NC=C1)OC[C@H]1[C@H](C1)C1=NC=CC=N1)(F)F